OC[C@@H]1CC(N(CC1)C=1N=NC(=CC1)C1=C(C=C(C=C1C)C(F)(F)F)O)=O (4S)-4-(hydroxymethyl)-1-[6-[2-hydroxy-6-methyl-4-(trifluoromethyl)phenyl]pyridazin-3-yl]piperidin-2-one